C12(CC(C1)C2)NC(O[C@@H]2[C@@H](C[C@@H](C2)C2=NN(C(=C2)NC(=O)C2=CC(=NN2C)OCC(F)F)C(C)(C)C)C)=O |r| rac-(1S,2R,4S)-4-(1-(tert-butyl)-5-(3-(2,2-difluoroethoxy)-1-methyl-1H-pyrazole-5-carboxamido)-1H-pyrazol-3-yl)-2-methylcyclopentyl bicyclo[1.1.1]pentan-1-ylcarbamate